FC1=C(C=CC(=C1)F)C1=CC(=NO1)C(=O)N1CC2=C(C(C1)C=1C=NN(C1C)C)SC=N2 [5-(2,4-difluorophenyl)isoxazol-3-yl]-[7-(1,5-dimethylpyrazol-4-yl)-6,7-dihydro-4H-thiazolo[4,5-c]pyridin-5-yl]methanone